(4-methylphenyl)[4-(2-methylpropyl)phenyl]iodonium hexafluorophosphate salt F[P-](F)(F)(F)(F)F.CC1=CC=C(C=C1)[I+]C1=CC=C(C=C1)CC(C)C